Ethyl N-[(1S)-1-[(1S)-2-[[(1S)-1-cyano-2-(2-oxoindolin-3-yl)ethyl]carbamoyl]-6,6-dimethyl-3-azabicyclo[3.1.0]hexane-3-carbonyl]-2,2-dimethyl-propyl]carbamate C(#N)[C@H](CC1C(NC2=CC=CC=C12)=O)NC(=O)C1[C@@H]2C(C2CN1C(=O)[C@H](C(C)(C)C)NC(OCC)=O)(C)C